C(C)(C)(C)OC(=O)C=1CNC2=NC=CC=C2C1 naphthyridine-3(2H)-carboxylic acid tert-butyl ester